[K].CC1=C(C(=O)P(C2=CC=CC=C2)=O)C(=CC(=C1)C)C 2,4,6-trimethylbenzoyl-phenylphosphine oxide potassium salt